CC1=NC(=CC(=C1)C=1NC2=CC=C(C=C2C1C(C)C)C1CCN(CC1)C(CN1CC2(COC2)C1)=O)C 1-(4-(2-(2,6-dimethylpyridin-4-yl)-3-isopropyl-1H-indol-5-yl)piperidin-1-yl)-2-(2-oxa-6-azaspiro[3.3]hept-6-yl)ethan-1-one